(7S)-7-ethyl-8,14-dioxa-10,19,20-triazatetracyclo[13.5.2.12,6.018,21]tricosa-1(20),2,4,6(23),15,17,21-heptaen-9-one C(C)[C@H]1C=2C=CC=C(C3=NNC4=CC=C(OCCCNC(O1)=O)C=C34)C2